ClC1=C(C=CC(=N1)O)C(F)(F)F 6-chloro-5-(trifluoromethyl)pyridin-2-ol